(1E,3Z)-6-bromo-2-phenyl-3-(phenylamino)isoindolin tert-butyl-7-(2-((5-cyanopyridin-2-yl)(2,6-difluoro-4-methoxybenzyl)amino)ethyl)-6,8-dioxa-2-azaspiro[3.5]nonane-2-carboxylate C(C)(C)(C)OC(=O)N1CC2(C1)COC(OC2)CCN(CC2=C(C=C(C=C2F)OC)F)C2=NC=C(C=C2)C#N.BrC2=CC=C1C(N(CC1=C2)C2=CC=CC=C2)NC2=CC=CC=C2